octyl-silanetriol C(CCCCCCC)[Si](O)(O)O